NC=1C=C(C(=C(C1)C=1C=NC2=CC(=NC=C2C1)N(C)CC1=CC=C(C=C1)OC)F)F 3-(5-amino-2,3-difluorophenyl)-N-(4-methoxybenzyl)-N-methyl-1,6-naphthyridin-7-amine